C[C@@H]1CC[C@H](N(C1)C(C(=O)NC=1C=C(C=NC1)C(=O)N)=O)C1=CC=C(C=C1)C=1SC=CN1 |o1:1,4| rel-5-[[2-[(2S,5R)-5-methyl-2-(4-thiazol-2-ylphenyl)-1-piperidyl]-2-oxo-acetyl]amino]pyridine-3-carboxamide